ClC=1C=C(C=CC1Cl)C=1N=C(SC1SC(C)C)N1N=C(C(=C1C(=O)O)C1=CC(=CC(=C1)C)OC)C 1-(4-(3,4-dichlorophenyl)-5-(isopropylsulfanyl)thiazol-2-yl)-4-(3-methoxy-5-methylphenyl)-3-methyl-1H-pyrazole-5-carboxylic acid